tert-butyl 1-pyrrolyl-carboxylate N1(C=CC=C1)C(=O)OC(C)(C)C